N-{5-Chloro-6-{6-methoxy-7-(piperidin-4-ylmethoxy)-quinolin-4-yloxy}-pyridin-3-yl}-N'-(4-fluoro-phenyl)-malonamide ClC=1C=C(C=NC1OC1=CC=NC2=CC(=C(C=C12)OC)OCC1CCNCC1)NC(CC(=O)NC1=CC=C(C=C1)F)=O